N=1C=NN2C1C=CC(=C2)C2=CC(=NN2C2=NC(=CC=C2)C)CC(=O)NC=2C=NC(=CC2)OC 5-([1,2,4]Triazolo[1,5-a]pyridin-6-yl)-N-(6-methoxypyridin-3-yl)-1-(6-methylpyridin-2-yl)-1H-pyrazol-3-carboxyamid